5-amino allyl cytidine-5'-triphosphate P(O)(=O)(OP(=O)(O)OP(=O)(O)O)OC[C@@H]1[C@H]([C@H]([C@@](O1)(N1C(=O)N=C(N)C(=C1)N)CC=C)O)O